NC1=NC=2C=NC(=CC2C2=C1C=NN2C)C(=O)N([C@H]2[C@H]1[C@@H](C=3C=C(C=CC23)C(F)(F)F)C1)C 4-amino-N,1-dimethyl-N-((1aS,6S,6aR)-3-(trifluoromethyl)-1,1a,6,6a-tetrahydrocyclopropa[a]inden-6-yl)-1H-pyrazolo[4,3-c][1,7]naphthyridine-8-carboxamide